tert-butyl (4-bromo-2-((1S,2S)-2-(4-methylpyrimidin-2-yl)cyclopropyl)quinolin-7-yl)carbamate BrC1=CC(=NC2=CC(=CC=C12)NC(OC(C)(C)C)=O)[C@@H]1[C@H](C1)C1=NC=CC(=N1)C